C(CC)(=O)OCN1C(CCC2=CC=C(C=C12)CCN1CCN(CC1)C1=CC(=CC=2SC=CC21)F)=O (7-(2-(4-(6-Fluorobenzo[b]thiophen-4-yl)piperazin-1-yl)ethyl)-2-oxo-3,4-dihydroquinolin-1(2H)-yl)methyl propionate